2-(3-((3aS,7aS)-3,3-difluoro-6-methyloctahydro-1H-pyrrolo[2,3-c]pyridin-1-yl)-5-methyl-1,2,4-triazin-6-yl)-5-(trifluoromethyl)phenol FC1(CN([C@@H]2CN(CC[C@@H]21)C)C=2N=NC(=C(N2)C)C2=C(C=C(C=C2)C(F)(F)F)O)F